CS(=O)(=O)O[C@H]1CC[C@@]2(C3CC[C@@]4(C(=CCC4C3CC=C2C1)N1C=NC=C1)C)C (3S,10R,13S)-17-(1H-imidazol-1-yl)-10,13-dimethyl-2,3,4,7,8,9,10,11,12,13,14,15-dodecahydro-1H-cyclopenta[a]phenanthren-3-yl methanesulfonate